N12CCN(CCN(CC1)C2)CP(OC)(=O)C2=CC=CC=C2 methyl ((1,4,7-triazabicyclo[5.2.1]decan-4-yl)methyl)(phenyl)phosphinate